FC1=CC=C(C=C1)C=1N=CN(C1C=1C=CC=2N(N1)C(=CN2)C(=O)N)[C@H](CO)CC (S)-6-(4-(4-fluorophenyl)-1-(1-hydroxy-butan-2-yl)-1H-imidazol-5-yl)imidazo[1,2-b]pyridazine-3-carboxamide